(7-methyl-6-(3-methyl-7,8-dihydro-1,6-naphthyridin-6(5H)-yl)imidazo[1,2-b]pyridazin-2-yl)(4-methylpiperazin-1-yl)methanone CC1=CC=2N(N=C1N1CC=3C=C(C=NC3CC1)C)C=C(N2)C(=O)N2CCN(CC2)C